C(C)(C)OC1=C(C=NC=C1)NC(=O)C=1C=2N(N=CC1)C=C(N2)C2=CC=CC=C2 N-(4-Isopropoxypyridin-3-yl)-2-phenylimidazo[1,2-b]pyridazine-8-carboxamide